N-Methyl-1-{1-(3-methylbutyl)-5-[(2,4,5-trifluorobenzyl)-oxy]-1H-pyrazol-3-yl}methanamine Monocitrate C(CC(O)(C(=O)O)CC(=O)O)(=O)O.CNCC1=NN(C(=C1)OCC1=C(C=C(C(=C1)F)F)F)CCC(C)C